C(C)(C)(C)OC(=O)NC1CCN(CC1)C1=C(COC(C)=O)C=CC=C1F Acetic acid 2-(4-t-butoxycarbonylamino-piperidin-1-yl)-3-fluoro-benzyl ester